diphenylmethanone hydrazone C1=CC=C(C=C1)C(=NN)C2=CC=CC=C2